CN(C)CC1=C(C=CC(=N1)NC=1C=CC(=C2CNC(C12)=O)C1=CN=C2N1C=CC(=C2)F)[C@@H]2C[C@H](CC2)OC 7-((6-((dimethyl-amino)methyl)-5-((1S,3S)-3-methoxycyclopentyl)pyridin-2-yl)amino)-4-(7-fluoro-imidazo[1,2-a]pyridin-3-yl)isoindolin-1-one